ClC1=CC2=C(OCCN2)C=C1Cl 6,7-dichloro-3,4-dihydro-2H-benzo[b][1,4]oxazine